ethyl 2-(methyl-d3)-2-(6-methyl-3-nitropyridin-2-yl)propanoate C(C(C(=O)OCC)(C)C1=NC(=CC=C1[N+](=O)[O-])C)([2H])([2H])[2H]